O[C@@H]1[C@@H](CC12CCN(CC2)C(=O)C2CCC=1N(C2)C=NN1)[C@@H]1N2C(C3=CC=CC=C13)=CN=C2 ((1R,2S)-1-hydroxy-2-((S)-5H-imidazo[5,1-a]isoindol-5-yl)-7-azaspiro[3.5]nonan-7-yl)(5,6,7,8-tetrahydro-[1,2,4]triazolo[4,3-a]pyridin-6-yl)methanone